CC=1C=2N(C=C(C1)NC(OC(C)(C)C)=O)C=CN2 tert-butyl N-(8-methylimidazo[1,2-a]pyridin-6-yl)carbamate